ClC1=CC=C(C=C1)N1C(C2=CC=CC=C2C(=N1)C(=O)N1CCN(CC1)C1=C(C=CC=C1)OC)=O 2-(4-chlorophenyl)-4-[[4-(2-methoxyphenyl)-1-piperazinyl]carbonyl]-1(2H)-phthalazinone